N-(1-hydroxy-3,3-dimethylbut-2-yl)benzo[d]thiazole-2-carboxamide OCC(C(C)(C)C)NC(=O)C=1SC2=C(N1)C=CC=C2